N-{[3-(4-{[(3S,4R)-3-fluoro-1-methylpiperidin-4-yl]amino}-1-(2,2,2-trifluoroethyl)-1H-indol-2-yl)-1,2,4-oxadiazol-5-yl]methyl}-2-(propan-2-yl)-1,3-thiazole-4-carboxamide F[C@H]1CN(CC[C@H]1NC1=C2C=C(N(C2=CC=C1)CC(F)(F)F)C1=NOC(=N1)CNC(=O)C=1N=C(SC1)C(C)C)C